methyl (S)-5-(1-((tert-butoxycarbonyl)amino)-2-((cyclopropylcarbamoyl)oxy)ethyl)-2-chlorobenzoate C(C)(C)(C)OC(=O)N[C@H](COC(NC1CC1)=O)C=1C=CC(=C(C(=O)OC)C1)Cl